NC1=C(C=C(N=N1)C(=O)NC1=CC=C(C=C1)C(=O)N1C[C@H](N[C@H](C1)C)C)O[C@H](C)C1=C(C(=CC=C1Cl)F)Cl 6-amino-5-[(1R)-1-(2,6-dichloro-3-fluorophenyl)ethoxy]-N-[4-[(3R,5S)-3,5-dimethylpiperazine-1-carbonyl]phenyl]pyridazine-3-formamide